3-[2-chloro-4-fluoro-5-[[methyl(methylcarbamothioyl)carbamoyl]amino]phenyl]-5-methyl-4H-isoxazole-5-carboxylic acid ClC1=C(C=C(C(=C1)F)NC(N(C(NC)=S)C)=O)C1=NOC(C1)(C(=O)O)C